C1(CCC1)C=1COC2=C(C1C1=CC=C(C=C1)N1CCC(CC1)CN1CCN(CC1)C=1C=C3CN(C(C3=CC1)=O)[C@@H]1C(NC(CC1)=O)=O)C=CC(=C2)O (S)-3-(5-(4-((1-(4-((3R,4R)-3-cyclobutyl-7-hydroxybenzopyran-4-yl)phenyl)piperidine-4-yl)methyl)piperazin-1-yl)-1-oxoisoindolin-2-yl)piperidine-2,6-dione